N-(2-(diphenylphosphino)ethyl)-2-methyl-5,6,7,8-tetrahydroquinolin C1(=CC=CC=C1)P(CCN1C(C=CC=2CCCCC12)C)C1=CC=CC=C1